COC1=NC(=NN2C1=C(C=C2)C=2C=C1N=CC=NC1=CC2)NC2CC1(COC1)C2 4-methoxy-5-(quinoxalin-6-yl)-N-(2-oxaspiro[3.3]heptan-6-yl)pyrrolo[2,1-f][1,2,4]triazin-2-amine